FC=1C=C(C=CC1)N1CNCC1(C)C 1-(3-fluorophenyl)-5,5-dimethylimidazolidin